ClC1=NC=C(C=N1)C=1C=C2C(=NC1)NN=C2C(=O)C=2C(=C(C(=CC2)F)NS(=O)(=O)CCC)F N-(3-(5-(2-chloropyrimidin-5-yl)-1H-pyrazolo[3,4-b]pyridine-3-carbonyl)-2,6-difluorophenyl)propane-1-sulfonamide